C(C)(C)(C)OC(N(C)C1CCN(CC1)C1=CC2=C(N(C=N2)C=2C(=NC(=CC2)OCC2=CC=CC=C2)OCC2=CC=CC=C2)C=C1)=O.ClC1=C(C=CC=C1)CC(=O)NC1=CC(=C(C=C1)C1=CN=C(S1)C)S(N)(=O)=O 2-(2-Chlorophenyl)-N-[4-(2-methyl-1,3-thiazol-5-yl)-3-sulfamoylphenyl]acetamide tert-butyl-N-[1-[1-(2,6-dibenzyloxy-3-pyridyl)benzimidazol-5-yl]-4-piperidyl]-N-methyl-carbamate